C(#N)C=1C=NN2C1C(=CC(=C2)C2=CC=C(C=C2)N2CCN(CC2)C(=O)OC(C)(C)C)C=2C=NC(=CC2)N2CCC(CC2)(C(NC(C)C)=O)CC tert-butyl 4-[4-[3-cyano-4-[6-[4-ethyl-4-(isopropylcarbamoyl)-1-piperidyl]-3-pyridyl] pyrazolo[1,5-a]pyridin-6-yl]phenyl]piperazine-1-carboxylate